FC(F)C1(CC1)C(=O)N 2-trans-(difluoromethyl)cyclopropane-1-carboxamide